ClC1=CC(=C(C=C1)C1=CC=C(C=C1)N1CCN(CC1)CC(C)C)N1CC(CCC1)N1N=CC(=C1C(F)F)C(=O)O 1-[1-{4-Chloro-4'-[4-(2-methylpropyl)piperazin-1-yl][1,1-biphenyl]-2-yl}piperidin-3-yl]-5-(difluoromethyl)-1H-pyrazole-4-carboxylic acid